CN1N=NC2=C1CN(C=1C(=CC=CC21)NC2=CC(=NC=C2C(CC([2H])([2H])[2H])=O)NC(=O)C2CC2)C N-(4-((3,5-dimethyl-4,5-dihydro-3H-[1,2,3]triazolo[4,5-c]quinolin-6-yl)amino)-5-(propanoyl-3,3,3-d3)pyridin-2-yl)cyclopropanecarboxamide